[C@@H]1([C@H](O)[C@H](O)[C@@H](CO)O1)C1=CC=C2C(N)=NC=NN12 4-aza-7,9-dideazaadenosine